C1(=CC=CC=2C3=CC=CC=C3NC12)C=1C(=C(C=CC1)C=1C(=CC=CC1)C=1C(=CC=CC1)C1=CC=CC=C1)C1=CC=CC=2C3=CC=CC=C3C3=CC=CC=C3C12 (carbazolyl)(triphenyleneyl)quaterbenzene